C1(CC1)S(=O)(=O)N1CC(OCC1)CN 4-cyclopropanesulfonyl-2-aminomethylmorpholine